FC1=C(N=CC2=C1N=C(N=C2NCC2=CC(NN2)=O)OCC21CCCN1CCC2)C2=CC=CC1=CC=CC(=C21)F 5-(((8-fluoro-7-(8-fluoronaphthalen-1-yl)-2-((hexahydro-1H-pyrrolizin-7a-yl)methoxy)pyrido[4,3-d]pyrimidin-4-yl)amino)methyl)-1H-pyrazol-3(2H)-one